ethyl-(1-methylbutyl)malonic acid C(C)C(C(=O)O)(C(=O)O)C(CCC)C